NC=1C(=NON1)N1N=NC(=C1)C(=O)NNCC1=C(C=C(C=C1)C(F)(F)F)Cl (E)-1-(4-amino-1,2,5-oxadiazol-3-yl)-N'-(2-chloro-4-(trifluoromethyl)benzyl)-1H-1,2,3-triazole-4-carbohydrazide